CC1(OB(OC1(C)C)C1=CCCC1)C 3-(4,4,5,5-tetramethyl-1,3,2-dioxaborolan-2-yl)cyclopent-2-en